tert-butyl (3-((4-((cis)-3-(trifluoromethoxy)cyclobutyl)thiazol-2-yl)oxy)bicyclo[1.1.1]pentan-1-yl)carbamate FC(O[C@H]1C[C@H](C1)C=1N=C(SC1)OC12CC(C1)(C2)NC(OC(C)(C)C)=O)(F)F